(R)-2-((1-(6-bromo-3-cyclopropyl-4-oxo-2-(tetrahydro-2H-pyran-4-yl)-3,4-dihydroquinazolin-8-yl)ethyl)amino)benzoic acid BrC=1C=C2C(N(C(=NC2=C(C1)[C@@H](C)NC1=C(C(=O)O)C=CC=C1)C1CCOCC1)C1CC1)=O